2-phenoxy-N-(1H-pyrazol-5-yl)-N-(thiophen-2-ylmethyl)acetamide O(C1=CC=CC=C1)CC(=O)N(CC=1SC=CC1)C1=CC=NN1